[Sb].[SiH3][SiH2][SiH3] trisilane antimony